4-(4-acryloylpiperazin-1-yl)-N-(1-(dimethylamino)-2-methylpropan-2-yl)-7-(8-methylnaphthalen-1-yl)-5,6,7,8-tetrahydro-1,7-naphthyridine-2-carboxamide C(C=C)(=O)N1CCN(CC1)C1=CC(=NC=2CN(CCC12)C1=CC=CC2=CC=CC(=C12)C)C(=O)NC(CN(C)C)(C)C